1-((3R,5S)-3-(2-(2-aminopyrimidin-4-yl)-6-chloropyridin-4-yl)-5-(difluoromethyl)morpholino)prop-2-en-1-one NC1=NC=CC(=N1)C1=NC(=CC(=C1)[C@@H]1COC[C@H](N1C(C=C)=O)C(F)F)Cl